2-(5-(2-fluorophenyl)-4-((2S,5R)-4-isobutyryl-2,5-dimethylpiperazin-1-yl)-7H-pyrrolo[2,3-d]pyrimidin-7-yl)isonicotinonitrile FC1=C(C=CC=C1)C1=CN(C=2N=CN=C(C21)N2[C@H](CN([C@@H](C2)C)C(C(C)C)=O)C)C=2C=C(C#N)C=CN2